FC([C@@H]1[C@@H](C1)C(=O)NC=1N=CC2=C(N=CC(=C2C1)C#CC1=NN2C(C=CC=C2)=C1)NC)F (1r,2s)-2-(difluoromethyl)-N-(8-(methylamino)-5-(pyrazolo[1,5-a]pyridin-2-ylethynyl)-2,7-naphthyridin-3-yl)cyclopropane-1-carboxamide